(1-(piperidin-4-yl)-1H-pyrazol-4-yl)-5-(pyridin-2-yl)isoxazole-3-carboxamide hydrochloride Cl.N1CCC(CC1)N1N=CC(=C1)C=1C(=NOC1C1=NC=CC=C1)C(=O)N